acryloxypropyl-methyltriethoxysilane benzyl-4,4-difluoro-3-(2-(2,2,2-trifluoroethyl)pyridin-4-yl)piperidine-1-carboxylate C(C1=CC=CC=C1)OC(=O)N1CC(C(CC1)(F)F)C1=CC(=NC=C1)CC(F)(F)F.C(C=C)(=O)OCCCC(C)O[Si](OCC)(OCC)C